C(C)C1=C(NC2=CC=C(C=C12)C1CCN(CC1)CC1=CN=C(N1)CC)C1=C2C(=NC=C1)NN=C2 4-(3-ethyl-5-(1-((2-ethyl-1H-imidazol-5-yl)methyl)piperidin-4-yl)-1H-indol-2-yl)-1H-pyrazolo[3,4-b]pyridine